FC1=C(C=CC(=C1C)F)C=1C(=C2N(N1)CCC2)C=2C=C1N=CC=NC1=CC2 6-(2-(2,4-Difluoro-3-methylphenyl)-5,6-dihydro-4H-pyrrolo[1,2-b]pyrazol-3-yl)quinoxaline